C1(CC1)NC1=NC(=NC=C1C(F)(F)F)NC=1C=C2CNCC2=CC1 N4-cyclopropyl-N2-(isoindolin-5-yl)-5-(trifluoromethyl)pyrimidine-2,4-diamine